NC1=C2C(=NC=N1)N(N=C2C2=CC=C(C=C2)OC2=CC=C(C=C2)F)[C@@H]2C[C@@](CC2)(O)C |r| (±)-cis-3-(4-amino-3-(4-(4-fluorophenoxy)phenyl)-1H-pyrazolo[3,4-d]pyrimidin-1-yl)-1-methylcyclopentan-1-ol